C(C)N1C(=NC=C1)CN(CC1N(CC2=CC=CC=C2C1)C)C 1-(1-ethyl-1H-imidazol-2-yl)-N-methyl-N-((2-methyl-1,2,3,4-tetrahydroisoquinolin-3-yl)methyl)methanamine